6-chloro-1-phenyl-1,3-dihydro-2H-imidazo[4,5-c]Pyridin-2-one ClC1=CC2=C(C=N1)NC(N2C2=CC=CC=C2)=O